3-hydroxy-15-methylhexadecanoic acid OC(CC(=O)O)CCCCCCCCCCCC(C)C